P(O)(O)OC(C(C(OP(O)O)(CCCCCCCCCCCCC)C1=CC=CC=C1)(C(OP(O)O)(CCCCCCCCCCCCC)C1=CC=CC=C1)C(OP(O)O)(CCCCCCCCCCCCC)C1=CC=CC=C1)(CCCCCCCCCCCCC)C1=CC=CC=C1 Tetraphenyl-tetra(tridecyl)pentaerythritol tetraphosphite